N-tetradecyl-2-(3,4-di-(t-butylcarbonyloxy)-phenyl)-3,7-di-(t-butylcarbonyloxy)-quinolin-4-one C(CCCCCCCCCCCCC)N1C(=C(C(C2=CC=C(C=C12)OC(=O)C(C)(C)C)=O)OC(=O)C(C)(C)C)C1=CC(=C(C=C1)OC(=O)C(C)(C)C)OC(=O)C(C)(C)C